C1(CC1)C(=O)NC1=CC2=C(NC3=CC(=CC=C23)C(=O)N)C=N1 3-(cyclopropanecarboxamido)-9H-pyrido[3,4-b]indole-7-carboxamide